N-(8,9-difluoro-6-oxo-1,4,5,6-tetrahydro-2H-pyrano[3,4-c]isoquinolin-1-yl)-N-methyl-3-phenoxybenzamide FC=1C(=CC=2C3=C(NC(C2C1)=O)COCC3N(C(C3=CC(=CC=C3)OC3=CC=CC=C3)=O)C)F